(3R,6R)-6-methylpiperidin-3-ol C[C@@H]1CC[C@H](CN1)O